tert-butyl (R)-4-((1-(3-(2,6-bis(benzyloxy)pyridin-3-yl)-1-methyl-1H-indazol-7-yl)pyrrolidin-3-yl)methyl)piperazine-1-carboxylate C(C1=CC=CC=C1)OC1=NC(=CC=C1C1=NN(C2=C(C=CC=C12)N1C[C@H](CC1)CN1CCN(CC1)C(=O)OC(C)(C)C)C)OCC1=CC=CC=C1